OC(CC(C(=O)OC(COC(CCCCCCCCCC)=O)CO)CCCCCCCCC)CO glycerol monoundecanoate (2,3-dihydroxypropyl-undecanoate)